tetrazolium copper-iron acetate C(C)(=O)[O-].[Fe].[Cu].[NH+]=1NN=NC1